((2R,3S,4R,5R)-5-(4-aminopyrrolo[2,1-f][1,2,4]triazin-7-yl)-5-cyano-3,4-dihydroxytetrahydrofuran-2-yl) nonanoate C(CCCCCCCC)(=O)O[C@H]1O[C@@]([C@@H]([C@@H]1O)O)(C#N)C1=CC=C2C(=NC=NN21)N